(8-((4-(cyclopropylamino)-3-(trifluoromethyl)-1H-pyrrolo[2,3-b]pyridin-6-yl)amino)-2,3-dihydrobenzo[b][1,4]dioxin-5-yl)(4-morpholinopiperidin-1-yl)methanone C1(CC1)NC1=C2C(=NC(=C1)NC1=CC=C(C3=C1OCCO3)C(=O)N3CCC(CC3)N3CCOCC3)NC=C2C(F)(F)F